3-(2,5-dimethyl-1H-pyrrol-1-yl)propan-1,2-diol CC=1N(C(=CC1)C)CC(CO)O